3,5-difluoro-4-[2-ethyl-6-[4-fluoro-3-(trifluoromethyl)phenyl]imidazo[1,2-a]pyrazin-3-yl]phenol FC=1C=C(C=C(C1C1=C(N=C2N1C=C(N=C2)C2=CC(=C(C=C2)F)C(F)(F)F)CC)F)O